FC(C(C=O)(C(F)(F)F)O)(F)F 3,3,3-trifluoro-2-hydroxy-2-trifluoromethylpropanal